2-acrylamidobutyric acid C(C=C)(=O)NC(C(=O)O)CC